C(C)(=O)O[C@H]1/C=C/[C@@H]([C@H](OC(C[C@H](CC[C@]1(C)O)O)=O)\C(\C)=C\C=C\C(CCC1=CC(=CC=C1)COC)C)C [(2S,3S,4E,6S,7S,10S)-7,10-dihydroxy-2-[(2E,4E)-8-[3-(methoxymethyl)phenyl]-6-methylocta-2,4-dien-2-yl]-3,7-dimethyl-12-oxo-1-oxacyclododec-4-en-6-yl] acetate